C(C1=CC=CC=C1)O[C@H]1[C@](O[C@@H]([C@@H]([C@@H]1N1N=CC(=C1)C1=CC(=C(C(=C1)F)F)F)OCC1=CC=CC=C1)COCC1=CC=CC=C1)(O)C=C (2S,3R,4S,5R,6R)-3,5-bis(benzyloxy)-6-((benzyloxy)methyl)-4-(4-(3,4,5-trifluorophenyl)-1H-pyrazol-1-yl)-2-vinyltetrahydro-2H-pyran-2-ol